ClCC(=O)O alpha-Chloroacetic acid